C(C)C1=C(C(=CC(=C1)C)CC)C(C#N)C#N 2,6-diethyl-4-methylbenzenemalononitrile